N=1N=C(NC1)NC(=O)C1=NC=NC(=C1)C1=CC(=CC=C1)Cl 6-(3-chloro-phenyl)-pyrimidine-4-carboxylic acid (4H-[1,2,4]triazol-3-yl)-amide